1-(2,4-Dichloro-phenyl)-5-[4-(4-fluoro-but-1-ynyl)-phenyl]-4-hydroxymethyl-1H-pyrazole-3-carboxylic acid morpholin-4-ylamide N1(CCOCC1)NC(=O)C1=NN(C(=C1CO)C1=CC=C(C=C1)C#CCCF)C1=C(C=C(C=C1)Cl)Cl